N-((2,6-dihydroxy-5'-methyl-4-pentyl-2'-(prop-1-en-2-yl)-[1,1'-biphenyl]-3-yl)sulfonyl)benzamide OC1=C(C(=CC(=C1S(=O)(=O)NC(C1=CC=CC=C1)=O)CCCCC)O)C1=C(C=CC(=C1)C)C(=C)C